(oleyl)aspartic acid, 2-ethylhexyl ester C(CCCCCCC\C=C/CCCCCCCC)N[C@@H](CC(=O)[O-])C(=O)OCC(CCCC)CC